[Cl-].[Cl-].[Zr+4].C1(=CC=CC=C1)CCCCC=C 1-phenylhex-5-ene zirconium(IV) dichloride